C(C=C)(=O)OCCCOC1=CC=C(C(=O)OC2=C(C=C(C=C2)OC(C2=CC=C(C=C2)OCCCOC(C=C)=O)=O)C#N)C=C1 1,4-bis-[4-(3-acryloxypropoxy)benzoyloxy]-2-cyanobenzene